(S)-2-hydroxymethyl-3,9,10-trimethoxy-6,8,13,13a-tetrahydro-5H-dibenzo[a,g]quinolizine OCC=1C(=CC2=C([C@@H]3CC4=C(CN3CC2)C(=C(C=C4)OC)OC)C1)OC